CC1=NN(C(=C1B1OC(C(O1)(C)C)(C)C)C)COCC[Si](C)(C)C 2-[[3,5-dimethyl-4-(4,4,5,5-tetramethyl-1,3,2-dioxaborolan-2-yl)pyrazol-1-yl]methoxy]ethyl-trimethyl-silane